5-(8-(benzyl(methyl)amino)imidazo[1,2-b]pyridazin-6-yl)pyrimidine-2,4(1H,3H)-dione C(C1=CC=CC=C1)N(C=1C=2N(N=C(C1)C=1C(NC(NC1)=O)=O)C=CN2)C